(-)-1-hydroxypyrrolizidine OC1CCN2CCCC12